tert-butyl 3-((3-chlorophenyl) iodomethyl)azetidine-1-carboxylate ClC=1C=C(C=CC1)C(C1CN(C1)C(=O)OC(C)(C)C)I